C(C)N(C=1SC=2C(N(CC(C2N1)C)CC(=O)NC1=NC=CC=N1)=O)CC1=CC=C(C=C1)OC 2-(2-(Ethyl(4-methoxybenzyl)amino)-7-methyl-4-oxo-6,7-dihydrothiazolo[5,4-c]pyridin-5(4H)-yl)-N-(pyrimidin-2-yl)acetamide